9-(benzylsulfanyl)-3,4-dihydropyrido[2,1-c][1,2,4]thiadiazine 2,2-dioxide C(C1=CC=CC=C1)SC1=CC=CN2C1=NS(CC2)(=O)=O